Cl.ClC1=CC2=C(N(C(=N2)NC(C)C)[C@@H]2[C@@H](O)[C@@H](O)[C@@H](O2)CO)C=C1Cl 5,6-dichloro-2-(isopropylamino)-1-(β-L-ribofuranosyl)-1H-benzimidazole hydrochloride salt